7-[[5-[(3S)-3-(1-hydroxy-1-methyl-ethyl)-1-piperidyl]-2-pyridyl]amino]-4-imidazo[1,2-a]pyrimidin-3-yl-2,3-dihydro-pyrrolo[3,4-c]pyridin-1-one OC(C)(C)[C@@H]1CN(CCC1)C=1C=CC(=NC1)NC=1C2=C(C(=NC1)C1=CN=C3N1C=CC=N3)CNC2=O